C(CCCCCCCCCCCCCCCCCCCCCCCCCCCCCC)(=O)OCCCCCCCC\C=C\CCCCCCCC elaidyl hentriacontanoate